C(C)(=O)OC1CCC=2NC3=C(C=CC=C3C2C1)Br 8-bromo-2,3,4,9-tetrahydro-1H-carbazole-3-yl acetate